C(C)(C)(C)OC(=O)N1C(CCCC1)C(C1=CC(=CC=C1)COC1=C(C=C(C=C1)C)Cl)=O (3-((2-chloro-4-methylphenoxy)methyl)benzoyl)piperidine-1-carboxylic acid tert-butyl ester